ClC1=CC=C(C=C1)[C@@H]1CN(CC1)C(=O)C1=C(C=C(C=C1)OC[C@@H](CN1N=NN=C1)O)F ((R)-3-(4-chlorophenyl)pyrrolidin-1-yl)(2-fluoro-4-((R)-2-hydroxy-3-(1H-tetrazol-1-yl)propoxy)phenyl)methanone